C1(=CC=CC2=CC=CC=C12)C(C)=O 1-(Naphthalen-1-yl)ethan-1-one